The molecule is a carboxylic ester that is the propyl ester of dihydroferulic acid. It is a carboxylic ester, an aromatic ester and a member of phenols. It derives from a 3-phenylpropionic acid. CCCOC(=O)CCC1=CC(=C(C=C1)O)OC